(-)-(4aR,8aS)-6-(cis-4-((2-Chloro-4-fluorophenoxy)methyl)-3-methylpiperidine-1-carbonyl)hexahydro-2H-pyrido[4,3-b][1,4]oxazin-3(4H)-one ClC1=C(OC[C@@H]2[C@@H](CN(CC2)C(=O)N2C[C@@H]3[C@@H](OCC(N3)=O)CC2)C)C=CC(=C1)F